ClC1=C(C=C(C=C1)C(C)N1C[C@@H](N(C[C@H]1C)C=1C=2N=CN(C2N2C(N1)=NN=C2)C[C@H]2OCCC2)C)F 4-((2S,5R)-4-(1-(4-Chloro-3-fluorophenyl)ethyl)-2,5-dimethylpiperazin-1-yl)-1-(((S)-tetrahydrofuran-2-yl)methyl)-1H-[1,2,4]triazolo[3,4-b]purine